3,4,5-trimethoxyphenyl-methanol COC=1C=C(C=C(C1OC)OC)CO